[N+](=O)([O-])C=1C=CC2=C(C(=N[C@H](C=3N2C(=NN3)SCCN3CCOCC3)CCC(=O)OC)C3=C(C=CC=C3)F)C1 methyl (S)-3-(8-nitro-6-(2-fluorophenyl)-1-((2-morpholinoethyl)thio)-4H-benzo[f][1,2,4]triazolo[4,3-a][1,4]diazepin-4-yl)propionate